N4-(4-Chloro-3-methoxyphenyl)-N2-[4-(4-methylpiperazin-1-yl)phenyl]quinazoline-2,4-diamine ClC1=C(C=C(C=C1)NC1=NC(=NC2=CC=CC=C12)NC1=CC=C(C=C1)N1CCN(CC1)C)OC